CN(CCOCC(=O)N(CCCCC)CCCCC)C 2-[2-(dimethylamino)ethoxy]-N,N-dipentyl-acetamide